ascorbic acid-phosphate salt P(=O)(O)(O)O.O=C1C(O)=C(O)[C@H](O1)[C@@H](O)CO